O=S1(CCN(CC1)CC=1N=NN(C1)CCOCCOCCOCCOCCNC(C(=C)C)=O)=O N-(14-(4-((1,1-dioxidothiomorpholino)methyl)-1H-1,2,3-triazol-1-yl)-3,6,9,12-tetraoxatetradecyl)methacrylamide